N-(3-(4-chloro-1H-pyrrolo[2,3-b]pyridin-2-yl)phenyl)-4-methylbenzenesulfonamide ClC1=C2C(=NC=C1)NC(=C2)C=2C=C(C=CC2)NS(=O)(=O)C2=CC=C(C=C2)C